1,2-Dimethyl-3-Propylimidazol tris(trifluoromethylsulfonyl)methid [C-](S(=O)(=O)C(F)(F)F)(S(=O)(=O)C(F)(F)F)S(=O)(=O)C(F)(F)F.CN1C(N(C=C1)CCC)C